O=C1CC(CC12CC=CC2)=O 1,3-diketospiro[4.4]non-7-ene